2,3-dichloro-6-hydroxyphenyl-octahydropyrido[1,2-a]pyrazin-4-one ClC1=C(C(=CC=C1Cl)O)C1C2N(C(CN1)=O)CCCC2